Methyl 4-((4-(((tert-butoxycarbonyl)(2-(4-(pyrimidin-5-yl)phenyl)cyclopropyl)amino) methyl)piperidin-1-yl)methyl)benzoate C(C)(C)(C)OC(=O)N(C1C(C1)C1=CC=C(C=C1)C=1C=NC=NC1)CC1CCN(CC1)CC1=CC=C(C(=O)OC)C=C1